N-(1-(2,6-Difluoro-4-methoxyphenyl)-4-(3-((2,2,2-trifluoroethyl)amino)cyclobutyl)-1H-imidazol-2-yl)-4-(difluoromethoxy)benzamide FC1=C(C(=CC(=C1)OC)F)N1C(=NC(=C1)C1CC(C1)NCC(F)(F)F)NC(C1=CC=C(C=C1)OC(F)F)=O